[(2R,3R,4R,5R,6R)-3,4,5-Triacetoxy-6-(3-bromophenyl)tetrahydropyran-2-yl]methyl acetate C(C)(=O)OC[C@H]1O[C@@H]([C@H]([C@H]([C@@H]1OC(C)=O)OC(C)=O)OC(C)=O)C1=CC(=CC=C1)Br